(R)-4-(2-((6-(3-(2-Ethoxyphenoxy)piperidin-1-yl)pyrazin-2-yl)amino)-2-oxoethyl)bicyclo[2.2.2]octan C(C)OC1=C(O[C@H]2CN(CCC2)C2=CN=CC(=N2)NC(CC23CCC(CC2)CC3)=O)C=CC=C1